[Sb].[Sn] Tin antimony